C(=O)(O)CN(CCCN(CC(=O)O)C)CC(=O)O N-[3-[bis(carboxymethyl)amino]propyl]-N-methyl-glycine